(R)-(6-(2-methyl-2H-[1,2,3]triazolo[4,5-b]pyridin-6-yl)thieno[2,3-b]pyridin-2-yl)(tetrahydro-2H-pyran-4-yl)methanol CN1N=C2C(N=CC(=C2)C2=CC=C3C(=N2)SC(=C3)[C@H](O)C3CCOCC3)=N1